FC=1C=CC(=C(C1)C(/C=C/C(=O)O)=O)I (E)-4-(5-fluoro-2-iodophenyl)-4-oxobut-2-enoic Acid